3,5-dioxolan C1COCO1